FC=1C=CC(=C(N)C1)OCOC 5-fluoro-2-(methoxymethoxy)aniline